N-(2-(1-((2-(2,6-dioxopiperidin-3-yl)-4-fluoro-1-oxoisoindoline-5-yl)methyl)piperidine-4-yl)-5-(2-hydroxypropan-2-yl)benzo[d]thiazol-6-yl)-6-(trifluoromethyl)pyridine-2-carboxamide O=C1NC(CCC1N1C(C2=CC=C(C(=C2C1)F)CN1CCC(CC1)C=1SC2=C(N1)C=C(C(=C2)NC(=O)C2=NC(=CC=C2)C(F)(F)F)C(C)(C)O)=O)=O